4-((4-Chloro-6-methylpyridin-3-yl)amino)-N-(4-(4-methylpiperazin-1-yl)phenyl)-2-oxo-1,2-dihydropyridine-3-carboxamide ClC1=C(C=NC(=C1)C)NC1=C(C(NC=C1)=O)C(=O)NC1=CC=C(C=C1)N1CCN(CC1)C